FC=1C=C(CC=2C=NN(C2)C(=O)N[C@@H]2C(N(C3=C(OC2)C=CC(=C3)OCCCC3CCOCC3)C)=O)C=CC1 (S)-4-(3-fluorobenzyl)-N-(5-methyl-4-oxo-7-(3-(tetrahydro-2H-pyran-4-yl)propoxy)-2,3,4,5-tetrahydrobenzo[b][1,4]oxazepin-3-yl)-1H-pyrazole-1-carboxamide